FC=1C=C2C=CC(=NC2=CC1)[Se]CC(OC)OC 6-fluoro-2-(2,2-dimethoxyethylseleno)quinoline